4-[3-[2,6-dichloro-4-[(1S,4r,6S)-6-methoxy-1-methyl-2-azaspiro[3.3]heptan-2-yl]benzoyl]-2,4-dihydro-1,3-benzoxazin-8-yl]-5-fluoro-2-(3-oxa-8-azabicyclo[3.2.1]octan-8-yl)benzoic acid ClC1=C(C(=O)N2COC3=C(C2)C=CC=C3C3=CC(=C(C(=O)O)C=C3F)N3C2COCC3CC2)C(=CC(=C1)N1[C@H](C2(C1)CC(C2)OC)C)Cl